N[C@H](COCC(C(=O)OCC)O)C Ethyl 3-((S)-2-aminopropoxy)-2-hydroxypropionate